C(CCCCCCCCC(=O)OC1CC(N(C(C1)(C)C)OC1CCCCC1)(C)C)(=O)OC1CC(N(C(C1)(C)C)OC1CCCCC1)(C)C bis(1-cyclohexyloxy-2,2,6,6-tetramethylpiperidin-4-yl) sebacate